4-(6-chloro-8-fluoro-2-(((2R,7aS)-2-fluorotetra-hydro-1H-pyrrolizin-7a(5H)-yl)methoxy)-4-(2,7-diaza-spiro[4.5]decan-7-yl)quinazolin-7-yl)-7-fluorobenzo-[d]thiazol-2-amine ClC=1C=C2C(=NC(=NC2=C(C1C1=CC=C(C2=C1N=C(S2)N)F)F)OC[C@]21CCCN1C[C@@H](C2)F)N2CC1(CCNC1)CCC2